NCCCO 3-amino-propanol